C(C1=CC=CC=C1)OC1=C(C(=C(C(=O)OC2=C(C(=C(C(=C2C)C)C(=O)OCOC)C)C)C(=C1C)C)C)Br 4-((methoxymethoxy)carbonyl)-2,3,5,6-tetramethylphenyl 4-(benzyloxy)-3-bromo-2,5,6-trimethylbenzoate